CN(C(OCCCC)=O)C1CNC2=CC=CC=C2C1 butyl methyl-1,2,3,4-tetrahydroquinolin-3-yl-carbamate